ClC1=NC=CC2=C1C(C=1C=C(C=CC12)C1=CC=C(C=C1)C(F)(F)F)(C)C 1-chloro-9,9-dimethyl-7-(4-(trifluoromethyl)phenyl)-9H-indeno[2,1-c]pyridine